C(C)(C)(C)OC(=O)N1CC(C1)S(=O)(=O)C1=CC(=C(C(=O)O)C=C1)N1CCC2(CC2)CC1 4-((1-(tert-butyloxycarbonyl)azetidin-3-yl)sulfonyl)-2-(6-azaspiro[2.5]octan-6-yl)benzoic acid